((2R,3S,4R,5R)-5-(4-aminopyrrolo[2,1-f][1,2,4]triazin-7-yl)-5-cyano-3,4-dihydroxytetrahydrofuran-2-yl)methyl ((R)-2-((3-fluorobenzyl)oxy)-3-(octadecyloxy)propyl) hydrogen phosphate P(=O)(OC[C@H]1O[C@@]([C@@H]([C@@H]1O)O)(C#N)C1=CC=C2C(=NC=NN21)N)(OC[C@@H](COCCCCCCCCCCCCCCCCCC)OCC2=CC(=CC=C2)F)O